L-glutamic acid 1-tert-butyl ester C(C)(C)(C)OC([C@@H](N)CCC(=O)O)=O